dodec-8,10-dien-1-ol C(CCCCCCC=CC=CC)O